perfluorocyclopentanamide FC1(C(C(C(C1(F)F)(F)F)(F)F)(F)F)C(=O)N